ClC1=C(C=CC(=C1)Cl)[C@@H](C)NC=1C2=C(N=C(N1)N1CC(C1)[C@@H]1CN(CCC1)C1CC(C1)(C(=O)O)C)SC=C2C 3-[(3R)-3-[1-[4-[[(1R)-1-(2,4-dichlorophenyl)ethyl]amino]-5-methyl-thieno[2,3-d]pyrimidin-2-yl]azetidin-3-yl]-1-piperidyl]-1-methyl-cyclobutanecarboxylic acid